ClC1=CC=C2C(=NC=3N(C2=C1)C=NN3)N3CCCC1=C(C=CC=C31)F 8-chloro-5-(5-fluoro-3,4-dihydroquinolin-1(2H)-yl)-[1,2,4]triazolo[4,3-a]quinazoline